6-Bromo-N-[1-(1-methylethyl)piperidin-4-yl]-2-{4-[4-(methylsulfonyl)piperazin-1-yl]phenyl}-3H-imidazo[4,5-b]pyridin-7-amine BrC=1C(=C2C(=NC1)NC(=N2)C2=CC=C(C=C2)N2CCN(CC2)S(=O)(=O)C)NC2CCN(CC2)C(C)C